BrC=1C=C2C(N(C(C2=C(C1)F)(C1=CC=C(C=C1)Cl)OC[C@@H](C(=O)N)C)CC1=NC=C(C=C1)Cl)=O (2S)-3-{[5-bromo-1-(4-chlorophenyl)-2-[(5-chloropyridin-2-yl)methyl]-7-fluoro-3-oxo-2,3-dihydro-1H-isoindol-1-yl]oxy}-2-methylpropanamide